C(C)(C)(C)C1(N(CC12CNC2)C(=O)[O-])C=2C=NN1C2C=CC(=C1)C=1C=NN(C1)C tert-butyl-[6-(1-methyl-1H-pyrazol-4-yl) pyrazolo[1,5-a]pyridin-3-yl]-2,6-diazaspiro[3.3]heptane-2-carboxylate